BrC1=NN2C(O[C@H](CC2)C)=C1C(=O)OCC Ethyl (5S)-2-bromo-5-methyl-6,7-dihydro-5H-pyrazolo[5,1-b][1,3]oxazine-3-carboxylate